Bicyclo[4.1.0]heptane-7-carboxylic acid methyl ester COC(=O)C1C2CCCCC12